[C@@]12(OC[C@H](NC1)C2)C(=O)N2[C@H](C1=C(C=C(C=C1CC2)Cl)Cl)C ((1R,4R)-2-oxa-5-azabicyclo[2.2.1]heptan-1-yl)((S)-6,8-dichloro-1-methyl-3,4-dihydroisoquinolin-2(1H)-yl)methanone